octadec-9,12,15-triene CCCCCCCCC=CCC=CCC=CCC